[Se]=S=O seleno sulfoxide